C(C)C(C(=O)[O-])(CCCC)CC.[Sn+2](Cl)Cl.C(C)C(C(=O)[O-])(CCCC)CC tin dichloride diethyl-hexanoate